BrC1=CC2=C(C=N1)C(=CN2C2CCCC2)C(=O)C=2C=C(C=CC2)S(=O)(=O)NC(C)(C)C 3-(6-bromo-1-cyclopentyl-pyrrolo[3,2-c]pyridine-3-carbonyl)-N-tert-butyl-benzenesulfonamide